2,4-difluoro-3-[1-(1,2-oxazol-5-yl)imidazo[1,5-a]pyridin-6-yl]aniline FC1=C(N)C=CC(=C1C=1C=CC=2N(C1)C=NC2C2=CC=NO2)F